FC1=CC=C(C=C1)C(=O)C1OC(OC1C1=CC=C(C=C1)F)=O 4-((4-fluorophenyl)formyl)-5-(4-fluorophenyl)-1,3-dioxolan-2-one